C(C)OC=1C=C(C=CC1)NCC(O)C1=NNC(N1)=S 3-[2-(3-ethoxyphenylamino)-1-hydroxyethyl]-1H-1,2,4-triazole-5(4H)-thione